[Ru](Cl)Cl.C1(=CC=CC=C1)C1=CC(C2=CC=CC=C12)(P(C1CCCCC1)(C1CCCCC1)C1CCCCC1)P(C1CCCCC1)(C1CCCCC1)C1CCCCC1 (3-phenyl-1H-inden-1-ylidene)bis(tricyclohexylphosphine) ruthenium dichloride